C1(CCCCC1)N=C=NCCN1CCOCC1 N-cyclohexyl-N'-(2-morpholino-ethyl)carbodiimide